The molecule is a beta-hydroxy ketone that is (5R)-5-hydroxyheptan-3-one substituted by a phenyl group at position 1 and a 4-hydroxy-3-methoxyphenyl moiety at position 7. Isolated from Alpinia officinarum, it exhibits antiviral activity against influenza virus. It has a role as an EC 3.2.1.18 (exo-alpha-sialidase) inhibitor and a plant metabolite. It is a beta-hydroxy ketone and a member of guaiacols. COC1=C(C=CC(=C1)CC[C@H](CC(=O)CCC2=CC=CC=C2)O)O